Cl.NC/C(/CN1N=C2C(C(N(C=C2)CC)=O)=C1)=C\F (E)-2-(2-(aminomethyl)-3-fluoroallyl)-5-ethyl-2,5-dihydro-4H-pyrazolo[4,3-c]pyridin-4-one hydrochloride